BrC1=C(C=C(C=C1Cl)NC1=NC=C(C(=N1)N[C@H]1COCCC1)C)CO[Si](C)(C)C(C)(C)C N2-[4-bromo-3-[[tert-butyl(dimethyl)silyl]oxymethyl]-5-chloro-phenyl]-5-methyl-N4-[(3R)-tetrahydropyran-3-yl]pyrimidine-2,4-diamine